CC1=C(C#N)C=CC=C1C(C)NC1=NC=2N(C3=CN=C(C=C13)N1CC3(COC3)C1)C=CN2 2-methyl-3-{1-[7-(2-oxa-6-aza-spiro[3.3]hept-6-yl)-3,4,8,9b-tetraaza-cyclopenta[a]naphthalen-5-ylamino]-ethyl}-benzonitrile